tert-octylideneAmino-tris(dimethylamino)phosphorane C(C=NP(N(C)C)(N(C)C)N(C)C)(C)CC(C)(C)C